3-methyl-N-(5-nitropyridin-2-yl)benzamide 4-2-ethylhexyl-methoxycinnamate CCC(CCCC(=C(C(=O)O)OC)C1=CC=CC=C1)CC.CC=1C=C(C(=O)NC2=NC=C(C=C2)[N+](=O)[O-])C=CC1